1-undecyl-2-ethylpyrrolium fluoride [F-].C(CCCCCCCCCC)[NH+]1C(=CC=C1)CC